ClC=1C=C2CC(COC2=CC1)C(=O)C1=CN(C2=CC(=CC=C12)C=1C(=NOC1)C)CCN(C)C (6-Chlorochroman-3-yl)-[1-[2-(dimethylamino)ethyl]-6-(3-methylisoxazol-4-yl)indol-3-yl]methanone